2-Amino-N5-(methoxy-d3)-N4-(2,3,5,6-tetrafluoro-3'-(methoxy-d3)-[1,1'-biphenyl]-4-yl)thiazole-4,5-dicarboxamide NC=1SC(=C(N1)C(=O)NC1=C(C(=C(C(=C1F)F)C1=CC(=CC=C1)OC([2H])([2H])[2H])F)F)C(=O)NOC([2H])([2H])[2H]